butyl 4-({1-[4-(2,4-dioxo-1,3-diazinan-1-yl)phenyl]piperidin-4-yl} methyl)piperazine-1-carboxylate O=C1N(CCC(N1)=O)C1=CC=C(C=C1)N1CCC(CC1)CN1CCN(CC1)C(=O)OCCCC